(S)-4-ethyl-8-fluoro-4-hydroxy-11-(3-aminopropyl)-9-methyl-1,12-dihydro-14H-pyrano[3',4':6,7]indolizino[1,2-b]quinoline-3,14(4H)-dione C(C)[C@]1(C(OCC=2C(N3CC=4C(=NC=5C=C(C(=CC5C4CCCN)C)F)C3=CC21)=O)=O)O